((2-(((2-fluorophenyl)sulfonyl)carbamoyl)benzofuran-6-yl)methyl)pyrrolidine-3-carboxamide FC1=C(C=CC=C1)S(=O)(=O)NC(=O)C=1OC2=C(C1)C=CC(=C2)CN2CC(CC2)C(=O)N